BrC=1N=C(N2C1C(=CC(=C2)S(=O)(=O)Cl)Cl)C=2SC(=NN2)C(F)F 1-bromo-8-chloro-3-(5-difluoromethyl-1,3,4-thiadiazol-2-yl)imidazo[1,5-a]pyridin-6-sulfonyl chloride